Ethyl 2-(4-(6'-chlorospiro[cyclopropane-1,3'-pyrrolo[3,2-c]pyridin]-1'(2'H)-yl)-6-methylpyrimidin-2-yl)-2,2-difluoroacetate ClC1=CC2=C(C=N1)C1(CN2C2=NC(=NC(=C2)C)C(C(=O)OCC)(F)F)CC1